O=C1N(C2=CC=CC=C2C(N1CCC1=CC=CC=C1)=O)CC1=CC=C(C=C1)C(C(=O)OCC)(F)F ethyl 2-(4-((2,4-dioxo-3-phenethyl-3,4-dihydroquinazolin-1(2H)-yl) methyl) phenyl)-2,2-difluoroacetate